n-(5-amino-2-chlorophenyl)cyclopropanecarboxamide C1CC1C(=O)NC2=C(C=CC(=C2)N)Cl